4,6-dimercaptobutyloxy-triazine SCCCCOC1=NN=NC(=C1)S